CC1=C2C(=NC=3CCNCC13)CN(C2)C(CC2CN(C2)C=2C=NC(=CC2)C(F)(F)F)=O 1-(9-Methyl-1,3,5,6,7,8-hexahydro-2,4,7-triaza-cyclopenta[b]naphthalen-2-yl)-2-[1-(6-trifluoromethyl-pyridin-3-yl)-azetidin-3-yl]-ethanone